ethyl 6-(3-cyclopropylphenoxy)pyrazolo[1,5-a]pyridine-5-carboxylate C1(CC1)C=1C=C(OC=2C(=CC=3N(C2)N=CC3)C(=O)OCC)C=CC1